CC(C)S(=O)(=O)NC=1C=C(C=CC1)NC=1C2=C(N=C(N1)NC1=CC=C(C=C1)N1CCN(CC1)C)CCC2 N4-(3-[(1-Methylethyl)sulfonamido]phenyl)-N2-[4-(4-methylpiperazin-1-yl)phenyl]-6,7-dihydro-5H-cyclopenta[d]pyrimidine-2,4-diamine